1-[2-(cyclopropylmethoxy)-4-fluoro-phenyl]-3-[(1S)-1-(2-pyrimidin-2-yl-1,2,4-triazol-3-yl)ethyl]urea C1(CC1)COC1=C(C=CC(=C1)F)NC(=O)N[C@@H](C)C=1N(N=CN1)C1=NC=CC=N1